FC(OC1=C(C=CC(=C1)C(F)(F)F)C1=C2C(=C(N=N1)N[C@H]1CN(CCC1)C)N=CC=C2)F 5-[2-(difluoromethoxy)-4-(trifluoromethyl)phenyl]-N-[(3R)-1-methylpiperidin-3-yl]pyrido[2,3-d]pyridazin-8-amine